NC1=CC=C(C=N1)C1=CC=CC=2N(C(NC21)=O)C2CCN(CC2)C(=O)NC2=CC(=C(C=C2)OC)Cl 4-[4-(6-aminopyridin-3-yl)-2-oxo-2,3-dihydro-1H-1,3-benzodiazol-1-yl]-N-(3-chloro-4-methoxyphenyl)piperidine-1-carboxamide